FC(C1=CC(=NC=N1)N[C@H](C(=O)O)CCN(CCCCC1=NC=2NCCCC2C=C1)CCOC)F (S)-2-((6-(difluoromethyl)pyrimidin-4-yl)amino)-4-((2-methoxyethyl)(4-(5,6,7,8-tetrahydro-1,8-naphthyridin-2-yl)butyl)amino)butanoic acid